6-bromo-2-(2-methoxyethyl)-3,3-dimethylisoindolin-1-one BrC1=CC=C2C(N(C(C2=C1)=O)CCOC)(C)C